methyl (S)-5-(7-chloro-3-(hydroxymethyl)-2-methyl-1,1-dioxido-dioxido-5-phenyl-2,3,4,5-tetrahydrobenzo[f][1,2,5]thiadiazepin-8-yl)-2-fluorobenzoate ClC=1C(=CC2=C(N(C([C@@H](N(S2(=O)=O)C)CO)([O-])[O-])C2=CC=CC=C2)C1)C=1C=CC(=C(C(=O)OC)C1)F